C(#N)C1=C(C=CC=C1)C[C@@H](C(=O)O)N(C)C(=O)OCC1C2=CC=CC=C2C=2C=CC=CC12 (2S)-3-(2-cyanophenyl)-2-[9H-fluoren-9-ylmethoxycarbonyl-(methyl)amino]propionic acid